N[C@H]1CN(C[C@@H](C1)F)C(=O)C1=CC2=C(N(C(=N2)C2=CC=3C(=NC(=CC3)C=3C(=CC(=NC3)C(=O)N)C)N2CC2CC2)C)C(=C1)OC 5-(2-{5-[(3R,5R)-3-amino-5-fluoropiperidine-1-carbonyl]-7-methoxy-1-methyl-1H-1,3-benzodiazol-2-yl}-1-(cyclopropylmethyl)-1H-pyrrolo[2,3-b]pyridin-6-yl)-4-methylpyridine-2-carboxamide